5-(2-fluoro-6-methylphenyl)-3-(2-(methyl-d3)-1,2,3,4-tetrahydroisoquinolin-7-yl)-1H-pyrazolo[4,3-c]pyridazin-6(5H)-one FC1=C(C(=CC=C1)C)N1N=C2C(=CC1=O)NN=C2C2=CC=C1CCN(CC1=C2)C([2H])([2H])[2H]